4-[(E)-2-(3,4-Dihydroxyphenyl)ethenyl-carbonyloxy]-3-hydroxybenzoic acid OC=1C=C(C=CC1O)/C=C/C(=O)OC1=C(C=C(C(=O)O)C=C1)O